N-hydroxy-2,2-dimethyloctanimidamide ONC(C(CCCCCC)(C)C)=N